NCC1=CC(=C(C(=C1)C)NC(=O)C1=CC2=C(OCCC3=C2SC=C3)C=C1C=1C(=NC(=CC1)C(NC(C)(C)C)=O)C(=O)O)C 3-(9-((4-(aminomethyl)-2,6-dimethylphenyl)carbamoyl)-4,5-dihydrobenzo[b]thieno[2,3-d]oxepin-8-yl)-6-(tert-butylcarbamoyl)picolinic acid